BrC1=CC=CC=2C=C(OC21)C(=O)N2[C@@H](C[C@H](C2)F)C(=O)NC (2S,4R)-1-[(7-bromo-1-benzofuran-2-yl)carbonyl]-4-fluoro-N-methylpyrrolidine-2-carboxamide